C(C1=CC=CC=C1)N(C(C(CC1=CNC2=CC=CC=C12)O)=O)C1=C(C=CC(=C1)C)NC(C1=C(C(=C(C(=C1F)F)F)F)F)=O N-(2-(N-benzyl-2-hydroxy-3-(1H-indol-3-yl)propanamido)-4-methylphenyl)-2,3,4,5,6-pentafluorobenzamide